(4,6-dimethyl-2-oxo-1,2-dihydropyridin-3-yl)methyl-3-(((1r,4r)-4-(dimethylamino)cyclohexyl)(ethyl)amino)-2-methyl-5-(thiophen-3-yl)-benzamide TFA salt OC(=O)C(F)(F)F.CC1=C(C(NC(=C1)C)=O)CC1=C(C(=C(C(=O)N)C=C1C1=CSC=C1)C)N(CC)C1CCC(CC1)N(C)C